C1(CC1)C=1C(=C(C=CC1)[C@H]1CC2(CNC2)CC1)F (R)-6-(3-Cyclopropyl-2-fluorophenyl)-2-azaspiro[3.4]octan